N[C@H](C(=O)O[C@@H]1[C@H](O[C@@]([C@@H]1O)(C#N)C1=CC=C2C(=NC=NN21)N)COC(CC(C)C)=O)C(C)C (2R,3S,4R,5R)-5-{4-aminopyrrolo[2,1-f][1,2,4]triazin-7-yl}-5-cyano-4-hydroxy-2-{[(3-methylbutanoyl)oxy]methyl}oxolan-3-yl (2S)-2-amino-3-methylbutanoate